P(O)(O)O.P(O)(O)O.P(O)(O)O.C(CCCCCCCCCCCCCCC)[C@@](C(O)(CCCCCCCCCCCCCCCC)CCCCCCCCCCCCCCCC)(O)[C@@H](O)[C@H](O)[C@H](O)CO tris(1-hexadecyl)sorbitol triphosphite